fumarimide C1(C=CC(N1)=O)=O